C(C)OC(=O)C=1NC2=C(C(=CC=C2C1CCCOC1=CC=CC2=CC=CC=C12)F)C=1C(=NN(C1C)C)[C@@H](CCN1CCOCC1)O |r| (rac)-6-fluoro-7-{3-[1-hydroxy-3-(morpholin-4-yl)propyl]-1,5-dimethyl-1H-pyrazol-4-yl}-3-[3-(naphthalen-1-yloxy)propyl]-1H-indole-2-carboxylic acid ethyl ester